4-(methyl-(octadecyl)amino)benzaldehyde CN(C1=CC=C(C=O)C=C1)CCCCCCCCCCCCCCCCCC